ethoxyethylene glycol (methyl) allyl ether C(C=C)OCC(OCC)OC